aluminum-copper-tungsten [W].[Cu].[Al]